(S)-N-(5,6-dihydro-4H-benzo[f]imidazo[1,2-a]azepin-4-yl)-5-(2-fluorophenoxy)pyridazine-3-carboxamide C1=CN=C2N1C1=C(CC[C@@H]2NC(=O)C=2N=NC=C(C2)OC2=C(C=CC=C2)F)C=CC=C1